6-(methyl-sulfonyl)azepan-4-ol CS(=O)(=O)C1CC(CCNC1)O